BrC=1C=CC(=NC1F)CC(C#N)C(C)=O 2-[(5-bromo-6-fluoropyridin-2-yl)methyl]-3-oxo-butyronitrile